(S)-3-((1R,3R)-1-(6-fluoro-3-((2-((3-fluoropropyl)amino)ethyl)amino)-2-methylphenyl)-3-methyl-1,3,4,9-tetrahydro-2H-pyrido[3,4-b]indol-2-yl)-2-methylpropanoic acid FC1=CC=C(C(=C1[C@H]1N([C@@H](CC2=C1NC1=CC=CC=C21)C)C[C@@H](C(=O)O)C)C)NCCNCCCF